2-[[1-[6-(2,4-dimethoxypyrimidin-5-yl)thieno[2,3-d]pyrimidin-4-yl]pyrrolidin-3-yl]oxymethyl]-4-methyl-morpholine COC1=NC=C(C(=N1)OC)C1=CC2=C(N=CN=C2N2CC(CC2)OCC2CN(CCO2)C)S1